N-(4-chlorobenzyl)-6-{5-[(cyclopropylamino)carbonyl]-3-fluoro-2-methylphenyl}nicotinamide ClC1=CC=C(CNC(C2=CN=C(C=C2)C2=C(C(=CC(=C2)C(=O)NC2CC2)F)C)=O)C=C1